CC1=C(C=C(C=C1)C)NC1=NC=C(C(=N1)NC1=C2CCNC(C2=CC=C1)=O)C(=O)N 2-[(2,5-dimethylphenyl)amino]-4-[(1-oxo-1,2,3,4-tetrahydroisoquinolin-5-yl)amino]pyrimidine-5-carboxamide